2-[8-(2-cyanoallylamino)-7-ethoxy-2-naphthyl]-N-(1-methyl-4-piperidyl)pyrimidine-4-carboxamide nickel-cobalt-chromium-molybdenum [Mo].[Cr].[Co].[Ni].C(#N)C(CNC=1C(=CC=C2C=CC(=CC12)C1=NC=CC(=N1)C(=O)NC1CCN(CC1)C)OCC)=C